2-[5-[(1S)-1-[[6-chloro-8-(trifluoromethyl)quinazolin-4-yl]amino]ethyl]-1,2,4-triazol-1-yl]-N-[(4-methoxyphenyl)methyl]pyrimidine-5-carboxamide ClC=1C=C2C(=NC=NC2=C(C1)C(F)(F)F)N[C@@H](C)C1=NC=NN1C1=NC=C(C=N1)C(=O)NCC1=CC=C(C=C1)OC